IC(C(=C(C(C(F)(F)F)(C(F)(F)F)F)F)F)(F)F 1-iodoperfluoro(4-methyl-2-pentene)